(S)-(1-cyclopropyl-2-oxobut-3-yn-1-yl)carbamic acid tert-butyl ester C(C)(C)(C)OC(N[C@H](C(C#C)=O)C1CC1)=O